OC1(CC(C2(CC2)CC1)(C)CN1C=NC2=C1C=C(C=C2)C#N)CO 1-((6-hydroxy-6-(hydroxymethyl)-4-methylspiro[2.5]octan-4-yl)methyl)-1H-benzo[d]imidazole-6-carbonitrile